ClC=1C=C(C=C2C(=C(C=NC12)C#N)NCC(C)(C)C)N[C@@H](C1=CC=CC2=C1N(N=N2)C)C=2N=NN(C2)C2(CC2)C(F)F (S)-8-chloro-6-(((1-(1-(difluoromethyl)cyclopropyl)-1H-1,2,3-triazol-4-yl)(1-methyl-1H-benzo[d][1,2,3]triazol-7-yl)methyl)amino)-4-(neopentylamino)quinoline-3-carbonitrile